C(C)OC(=O)C1=NN(C(=C1CC=O)Cl)CC1=C(C=CC=C1F)F 5-chloro-1-(2,6-difluorobenzyl)-4-(2-Oxoethyl)-1H-pyrazole-3-carboxylic acid ethyl ester